COC(C1=CC(=C(C=C1)[N+](=O)[O-])N[C@@H]1COC[C@]1(C)CO)=O.FC(CC[Si]1(O[SiH2]O[SiH2]O1)C)(F)F (3,3,3-trifluoropropyl)methylcyclotrisiloxane Methyl-3-(((3S,4S)-4-(hydroxymethyl)-4-methyltetrahydrofuran-3-yl)amino)-4-nitrobenzoate